6-(7,8-dimethyl-[1,2,4]triazolo[4,3-b]pyridazin-6-yl)-3-(4-ethylpyridin-3-yl)-5,6,7,8-tetrahydro-1,6-naphthyridine CC1=C(C=2N(N=C1N1CC=3C=C(C=NC3CC1)C=1C=NC=CC1CC)C=NN2)C